(S)-4,4-Dimethylpyrrolidin-3-ol CC1([C@@H](CNC1)O)C